6-fluoro-N-methyl-5-(1H-pyrrolo[2,3-c]pyridin-2-yl)-2,3'-bipyridin-6'-amine FC1=C(C=CC(=N1)C=1C=NC(=CC1)NC)C1=CC=2C(=CN=CC2)N1